FC(C=1C(=CNC(C1)=O)C(=O)NC1=C(C=C(C(=C1)C1=C(C=C(C(=C1)C(NC(C)(CC(C)(C)C)C)=O)F)F)F)N1C[C@H](N([C@H](C1)C)C)C)F 4-(difluoromethyl)-N-[5-[2,4-difluoro-5-(2,4,4-trimethylpentan-2-ylcarbamoyl)phenyl]-4-fluoro-2-[(3R,5S)-3,4,5-trimethylpiperazin-1-yl]phenyl]-6-oxo-1H-pyridine-3-carboxamide